C(C1=CC=CC=C1)=NN1C(NC(C1)C)=O 1-(benzylideneamino)-4-methylimidazolidin-2-one